6-bromo-N'-[4-[tert-butyl(dimethyl)silyl]oxy-2-methyl-phenyl]-4-chloro-pyrrolo[1,2-b]pyridazine-3-carboxamidine BrC=1C=C2N(N=CC(=C2Cl)C(=NC2=C(C=C(C=C2)O[Si](C)(C)C(C)(C)C)C)N)C1